(R,E)-N-((1,2,3,5,6,7-hexahydro-s-indacen-4-yl)carbamoyl)-2-(2-methylpyrrolidin-2-yl)ethene-1-sulfonamide C1CCC2=C(C=3CCCC3C=C12)NC(=O)NS(=O)(=O)\C=C\[C@@]1(NCCC1)C